C(C1=CC=CC=C1)N(C1=CC(=C(C=C1)N1CCC(CC1)S(=O)(=O)N(C)C)C#N)S(=O)(=O)C1=CC=CC=C1 (4-(N-benzylbenzenesulfonylamino)-2-cyanophenyl)-N,N-dimethylpiperidine-4-sulfonamide